FC1(C(N(C(C(O1)(F)F)(F)F)C(C(C(F)(F)F)(C1OC(CC1)C(C(N1C(C(C(C1(F)F)(F)F)(F)F)(F)F)F)(F)F)F)F)(F)F)F 2,2,3,3,5,5,6,6-octafluoro-4-(1,2,3,3,3-pentafluoro-2-(5-(1,1,2-trifluoro-2-(perfluoropyrrolidin-1-yl)ethyl)tetrahydrofuran-2-yl)propyl)morpholine